ClC(CC)(O)Cl di-chloro-propanol